C1(CC1)NC1=NC=C(C=N1)C#CC=1C=C(C(=O)NC2=CC(=CC(=C2)C(F)(F)F)N2C=NC(=C2)C)C=CC1C 3-(2-(2-(cyclopropylamino)pyrimidin-5-yl)ethynyl)-4-methyl-N-(3-(4-methyl-1H-imidazol-1-yl)-5-(trifluoromethyl)phenyl)benzamide